1-((4-fluoro-2-methoxyphenyl)(4-fluorophenyl)methyl)piperazine-2-carboxylate FC1=CC(=C(C=C1)C(N1C(CNCC1)C(=O)[O-])C1=CC=C(C=C1)F)OC